12-Ethyl-10-[(4-methoxyphenyl)methyl]-7-vinyl-2,3,10,12-tetrazatricyclo[7.3.1.05,13]trideca-1,3,5(13),6,8-pentaen-11-one C(C)N1C(N(C2=CC(=CC=3C=NN=C1C32)C=C)CC3=CC=C(C=C3)OC)=O